NC1=C2C(=NC=N1)N(N=C2C2=CC=C(C=C2)OC2=CC=CC=C2)C2CCN(CC2)C2C[C@@H]1[C@@H](CN(C1)C1CN(C1)C(=O)[O-])C2 3-((3aR,6aS)-5-(4-(4-amino-3-(4-phenoxyphenyl)-1H-pyrazolo[3,4-d]pyrimidin-1-yl)piperidin-1-yl)hexahydrocyclopenta[c]pyrrole-2(1H)-yl)azetidine-1-carboxylate